BrC1=C(C=C(C(=C1Br)Br)Br)O 2,3,4,5-tetrabromophenol